FC1=CC(=C(C=C1N1C=NC=C1)O)C=1N=NC(=CN1)C(=C)[C@H]1C[C@@]2(CC[C@H](C1)N2)C 4-fluoro-5-(1H-imidazol-1-yl)-2-(6-(1-((1S,3R,5R)-1-methyl-8-azabicyclo[3.2.1]octan-3-yl)vinyl)-1,2,4-triazin-3-yl)phenol